21-Triacontenoic acid C(CCCCCCCCCCCCCCCCCCCC=CCCCCCCCC)(=O)O